tert-butyl (E)-(4-((3-bromo-2-nitrophenyl)amino)-2,3-dimethylbut-2-en-1-yl)carbamate BrC=1C(=C(C=CC1)NC/C(=C(/CNC(OC(C)(C)C)=O)\C)/C)[N+](=O)[O-]